4,4'-((4-(cyclohexylcarbamoyl)pyridine-2,6-diyl)bis(1H-1,2,3-triazole-4,1-diyl))bis(2-hydroxybenzoic acid) C1(CCCCC1)NC(=O)C1=CC(=NC(=C1)C=1N=NN(C1)C1=CC(=C(C(=O)O)C=C1)O)C=1N=NN(C1)C1=CC(=C(C(=O)O)C=C1)O